C(C)(=O)OC(C(=O)OCC(COC(C(CCCCCCCCCCCCCCCC)OC(C)=O)=O)OC(C(CCCCCCCCCCCCCCCC)OC(C)=O)=O)CCCCCCCCCCCCCCCC 1,2,3-propanetriyl tris[acetoxy octadecanoate]